5-bromo-6-ethoxypyridinecarboxaldehyde BrC=1C=CC(=NC1OCC)C=O